N-((2R,3S)-1-(1-(4-fluorophenyl)-1H-indazol-5-yl)-4,4-dimethyl-5-oxo-2-phenylpyrrolidin-3-yl)-1-methyl-1H-pyrazole-4-carboxamide FC1=CC=C(C=C1)N1N=CC2=CC(=CC=C12)N1[C@@H]([C@H](C(C1=O)(C)C)NC(=O)C=1C=NN(C1)C)C1=CC=CC=C1